ClC1=CC=C(CNC(=O)NC2CC3(CN(C3)S(=O)(=O)C3=C(C=CC=C3)OC)C2)C=C1 1-(4-chlorobenzyl)-3-(2-((2-methoxyphenyl)sulfonyl)-2-azaspiro[3.3]heptan-6-yl)urea